(R)-6-(4-((4-(1H-pyrazol-4-yl)phenyl)-amino)-pyrimidin-2-yl)-N-(1-aminopropan-2-yl)-1H-indole-2-carboxamide N1N=CC(=C1)C1=CC=C(C=C1)NC1=NC(=NC=C1)C1=CC=C2C=C(NC2=C1)C(=O)N[C@@H](CN)C